F[C@]1(CN(CC[C@H]1O)C1=NC=CC(=N1)NC=1N=CC2=C(N=CC(=C2C1)C(C)C)N1C[C@@H](CC1)CS(=O)(=O)C)C (3S,4R)-3-fluoro-1-(4-((5-isopropyl-8-((R)-3-((methylsulfonyl)methyl)pyrrolidin-1-yl)-2,7-naphthyridin-3-yl)amino)pyrimidin-2-yl)-3-methylpiperidin-4-ol